4-(2-(4-(((1r,3r)-3-(4-cyano-3-(trifluoromethyl)phenoxy)-2,2,4,4-tetramethylcyclobutyl)carbamoyl)phenoxy)ethoxy)piperidin C(#N)C1=C(C=C(OC2C(C(C2(C)C)NC(=O)C2=CC=C(OCCOC3CCNCC3)C=C2)(C)C)C=C1)C(F)(F)F